NC1=NC=NC(=C1C(C)O)Cl 1-(4-amino-6-chloropyrimidin-5-yl)ethan-1-ol